FC(OC1=CC=C(C=C1)S(=O)(=O)N1N=C(N=C1)C1=CC=C(C=C1)C(F)(F)F)(F)F 1-((4-(Trifluoromethoxy)phenyl)sulfonyl)-3-(4-(trifluoromethyl)phenyl)-1H-1,2,4-triazole